8,9-dichloro-7-(2,6-difluorophenyl)-5H-pyrimido[1,2-a][1,4]benzodiazepine ClC1=C(C=CC2=C1C(=NCC=1N2CC=CN1)C1=C(C=CC=C1F)F)Cl